3-(4-pyridazin-3-ylpyridazin-1-yl)propionitrile N1=NC(=CC=C1)C1=CNN(C=C1)CCC#N